N-{[(2S)-pyrrolidin-2-yl]methyl}benzamide N1[C@@H](CCC1)CNC(C1=CC=CC=C1)=O